2-(difluoromethoxy)-6-fluoro-4-isobutylbenzonitrile FC(OC1=C(C#N)C(=CC(=C1)CC(C)C)F)F